ClC1=NC(=CC(=C1C)C=1C=NC=CC1)C 2'-Chloro-3',6'-dimethyl-3,4'-bipyridine